8-(2-(methoxycarbonyl)-6-((2-(trimethylsilyl)ethoxy)carbonyl)pyridin-3-yl)-4,5-dihydrobenzo[b]thieno[2,3-d]oxepine-9-carboxylic acid COC(=O)C1=NC(=CC=C1C=1C(=CC2=C(OCCC3=C2SC=C3)C1)C(=O)O)C(=O)OCC[Si](C)(C)C